COC1=C(C=CC=C1)S(=O)(=O)NC1CSC1 2-methoxy-N-(thietane-3-yl)benzenesulfonamide